N-([2,2'-bipyridin]-5-ylmethyl)-2-(6-aminopyridin-3-yl)-9-ethyl-9H-purin-6-amine N1=C(C=CC(=C1)CNC1=C2N=CN(C2=NC(=N1)C=1C=NC(=CC1)N)CC)C1=NC=CC=C1